4-(4-fluoro-2-formyl-5-methoxyphenyl)piperazine-1-carboxylic acid tert-butyl ester C(C)(C)(C)OC(=O)N1CCN(CC1)C1=C(C=C(C(=C1)OC)F)C=O